FC(CN1CCC2(CC1)CNC1=CC=CC=C12)(F)F 1'-(2,2,2-trifluoroethyl)-1,2-dihydrospiro[indole-3,4'-piperidin]